((1R)-2-(benzofuran-3-yl)-1-(2-methyl-3-oxo-3-((3-(trifluoromethoxy)benzyl)amino)propionamido)ethyl)boric acid O1C=C(C2=C1C=CC=C2)C[C@H](NC(C(C(NCC2=CC(=CC=C2)OC(F)(F)F)=O)C)=O)OB(O)O